C(C)[C@@]1(CS(C2=C(N(C1)C1=CC=CC=C1)C=C(C(=C2)O)SC)(=O)=O)CCC (R)-3-ethyl-8-hydroxy-7-(methylsulfanyl)-5-phenyl-3-propyl-2,3,4,5-tetrahydro-1,5-benzothiazepine 1,1-dioxide